2-[3-ethylsulfonyl-5-(4-fluorophenyl)-2-pyridyl]-6-(trifluoromethyl)-5H-imidazo[1,2-a][3,1]benzothiazine C(C)S(=O)(=O)C=1C(=NC=C(C1)C1=CC=C(C=C1)F)C=1N=C2N(C3=C(CS2)C(=CC=C3)C(F)(F)F)C1